P(O)(=O)(OP(=O)(O)OP(=O)(O)O)OC[C@@H]1[C@H]([C@H]([C@@H](O1)N1C(=O)N=C(NCC2=CC=C(C=C2)OC)C=C1)O)O N4-p-Anisyl-cytidine triphosphate